FC(F)(F)C=1C(=NC=CC1)C(=O)N trifluoromethylpicolinamide